1-(2,6-dichlorophenyl)-4-((4-(5-(2-(dimethylamino)ethyl)-1H-tetrazol-1-yl)phenyl)amino)-1H-pyrazole-3-carboxamide ClC1=C(C(=CC=C1)Cl)N1N=C(C(=C1)NC1=CC=C(C=C1)N1N=NN=C1CCN(C)C)C(=O)N